3-(6-chloropyrazin-2-yl)-5-(2-(3-fluoro-3-methylazetidin-1-yl)-2-oxoethyl)thieno[3,2-c]pyridin-4(5H)-one ClC1=CN=CC(=N1)C1=CSC2=C1C(N(C=C2)CC(=O)N2CC(C2)(C)F)=O